FC1=CC=C(C=C1)C(C(=O)OC)OC methyl 2-(4-fluorophenyl)-2-methoxyacetate